CC1=NC=C2N1C(=CC=C2)NS(=O)(=O)C=2C=NC(=CC2)N2N=CC(=C2)C(F)(F)F N-{3-methylimidazo[1,5-a]pyridin-5-yl}-6-[4-(trifluoromethyl)pyrazol-1-yl]pyridine-3-sulfonamide